C1CC12CN(CC2)[C@H](C)C2=CC(=C1CN(C(C1=C2)=O)C2=CC(=CC=C2)C2(COC2)[C@@H](C2=NN=CN2C)F)C(F)(F)F 6-((R)-1-(5-Azaspiro[2.4]heptan-5-yl)ethyl)-2-(3-(3-((S)-fluoro(4-methyl-4H-1,2,4-triazol-3-yl)methyl)oxetan-3-yl)phenyl)-4-(trifluoromethyl)isoindolin-1-one